(R)-8-methoxy-6-(3-methyl-1H-pyrazol-1-yl)-N-(1-(2-(trifluoromethyl)pyrimidin-5-yl)ethyl)quinazolin-4-amine COC=1C=C(C=C2C(=NC=NC12)N[C@H](C)C=1C=NC(=NC1)C(F)(F)F)N1N=C(C=C1)C